FC1(CC(C1)CC(=O)NCC1=NC=NC(=C1)OC(C(F)(F)F)C)F 2-(3,3-difluorocyclobutyl)-N-((6-((1,1,1-trifluoropropan-2-yl)oxy)pyrimidin-4-yl)methyl)acetamide